aziridin-1-yl(1-hydroxy-6,6,9-trimethyl-3-pentyl-6H-benzo[c]chromen-2-yl)methanone N1(CC1)C(=O)C=1C(=C2C3=C(C(OC2=CC1CCCCC)(C)C)C=CC(=C3)C)O